FC1(C(C2=CC=CC=C2C1O)=O)C1=CC=CC=C1 (+)-2-Fluoro-3-hydroxy-2-phenyl-2,3-dihydro-1H-inden-1-one